1,1-dioxothiacyclohexane O=S1(CCCCC1)=O